BrC=1C=C2C(=NN(C2=CC1)C1OCCCC1)C1C(NC(CC1)=O)=O 3-(5-bromo-1-(tetrahydro-2H-pyran-2-yl)-1H-indazol-3-yl)piperidine-2,6-dione